3-((6-(furan-3-yl)-1-oxoisoquinolin-2(1H)-yl)methyl)-N-methylbenzamide O1C=C(C=C1)C=1C=C2C=CN(C(C2=CC1)=O)CC=1C=C(C(=O)NC)C=CC1